C(C)(=O)C1C2CCC(C1(C)C)C2 2-Acetyl-3,3-dimethylnorbornan